bis[2-tert-butyl-6-(2-hydroxy-3-tert-butyl-5-methylbenzyl)-4-methyl-phenyl]terephthalic acid C(C)(C)(C)C1=C(C(=CC(=C1)C)CC1=C(C(=CC(=C1)C)C(C)(C)C)O)C=1C(=C(C(=O)O)C=CC1C(=O)O)C1=C(C=C(C=C1CC1=C(C(=CC(=C1)C)C(C)(C)C)O)C)C(C)(C)C